ClC1=C(C=C(CC2C(N(CC2)C2=C(C(=NN2COCC[Si](C)(C)C)C2=CN=NC=C2)Cl)=O)C=C1F)F 3-(4-Chloro-3,5-difluorobenzyl)-1-(4-chloro-3-(pyridazin-4-yl)-1-((2-(trimethylsilyl)ethoxy)methyl)-1H-pyrazol-5-yl)pyrrolidin-2-one